(7-((2S,5R)-5-ethyl-2-methyl-4-(1-(quinoxalin-6-yl)ethyl)piperazin-1-yl)-5-oxo-4,5-dihydro-2H-pyrazolo[4,3-d]pyrimidin-2-yl)acetonitrile C(C)[C@H]1N(C[C@@H](N(C1)C=1C=2C(NC(N1)=O)=CN(N2)CC#N)C)C(C)C=2C=C1N=CC=NC1=CC2